CN(C)CC1=C(C(OC2=CC(=CC=C12)OCOCCOC)=O)CC1=C(C(=CC=C1)[N+](=O)[O-])F 4-((dimethylamino)methyl)-3-(2-fluoro-3-nitrobenzyl)-7-((2-methoxyethoxy)methoxy)-2H-chromen-2-one